C(C1=C(C(=CC(=C1)CCC)C(C)(C)C)O)C1=C(C(=CC(=C1)CCC)C(C)(C)C)O 2,2'-methylenebis(4-n-propyl-6-t-butylphenol)